2,5-dihydrofuran-3-carboxylic acid O1CC(=CC1)C(=O)O